N[S@](=NC(CC=1C(=NC(=NC1C(C)C)C(F)(F)F)C(C)C)=O)(=O)C1=CN=C(S1)C(C)(C)O (R)-N-(amino(2-(2-hydroxypropan-2-yl)thiazol-5-yl)(oxo)-λ6-sulfaneylidene)-2-(4,6-diisopropyl-2-(trifluoromethyl)pyrimidin-5-yl)acetamide